2-fluoro-6-[10-(methoxymethyl)-1,5,6,8,12-pentazatricyclo[8.4.0.02,7]tetradeca-2(7),3,5-trien-4-yl]phenol FC1=C(C(=CC=C1)C1=CC=2N3CCNCC3(CNC2N=N1)COC)O